N1C=NC(=C1)C(=O)NCCOCCOCCOCCOCC(COCCCCCCCC(=O)OC(CCCCCCCC)CCCCCCCC)OCCCCCCCC(=O)OC(CCCCCCCC)CCCCCCCC 1-octylnonyl 8-[3-[2-[2-[2-[2-(1H-imidazole-4-carbonylamino)ethoxy]ethoxy]ethoxy]ethoxy]-2-[8-(1-octylnonoxy)-8-oxo-octoxy]propoxy]octanoate